methyl 7-(benzyloxy)-4-(3-(ethoxycarbonyl)thioureido)thieno[3,2-c]pyridine-6-carboxylate C(C1=CC=CC=C1)OC=1C2=C(C(=NC1C(=O)OC)NC(=S)NC(=O)OCC)C=CS2